C(C)(C)(C)C1N(CCC(C1)N1C(NC2=CC(=CC=C2C1=O)Br)N(C)C)C(=O)O tert-butyl-4-(7-bromo-2-(dimethylamino)-4-oxo-1,4-dihydroquinazolin-3(2H)-yl)piperidine-1-carboxylic acid